2'-fluoro-4'-[(5R)-5-(hydroxymethyl)-2-oxo-1,3-oxazolidin-3-yl][1,1'-biphenyl]-3-carbonitrile FC1=C(C=CC(=C1)N1C(O[C@H](C1)CO)=O)C1=CC(=CC=C1)C#N